tert-Butyl 3-(5-isopropyl-7-(thiazol-2-yl)benzo[d]oxazol-2-yl)-3,8-diazabicyclo[3.2.1]octane-8-carboxylate C(C)(C)C=1C=C(C2=C(N=C(O2)N2CC3CCC(C2)N3C(=O)OC(C)(C)C)C1)C=1SC=CN1